ClC=1C(=NC=CN1)C(C)NCC1CC1 1-(3-chloropyrazin-2-yl)-N-(cyclopropylmethyl)ethanamine